C(C)(=O)OCCCCCC\C=C\C=C\CC (E,E)-7,9-dodecadienyl acetate